COC1=CC=C(C=C1)C1=CC(=NC=C1)CC(=O)OC(C)(C)C tert-butyl 2-(4-(4-methoxyphenyl)pyridin-2-yl)acetate